(R)-2-(3-(2-cyclopentyl-1-(4-methyl-4H-1,2,4-triazol-3-yl)ethyl)phenyl)-6-(((1-methylcyclobutyl)amino)methyl)-4-(trifluoromethyl)isoindolin-1-one C1(CCCC1)C[C@@H](C1=NN=CN1C)C=1C=C(C=CC1)N1C(C2=CC(=CC(=C2C1)C(F)(F)F)CNC1(CCC1)C)=O